C(=O)N(N)C(=O)NN N'-formylcarbohydrazide